N-[(benzothien-7-yl)methyl]-1-(2,5-dimethoxy-4-bromophenyl)-2-aminoethane S1C=CC2=C1C(=CC=C2)CNCCC2=C(C=C(C(=C2)OC)Br)OC